2,2-diethoxy-ethylamine C(C)OC(CN)OCC